C(C)(C)(C)OC(NC1CCC(CC1)C(C1CC1)N)=O (4-(amino(cyclopropyl)methyl)cyclohexyl)carbamic acid tert-butyl ester